FC1=C(C=CC(=C1)OC(F)(F)F)O 2-Fluoro-4-(trifluoromethoxy)phenol